CC1=CC(=NO1)CNC(=O)[C@@H]1CN(CC[C@H]1NC(=O)C1=NOC(=C1)C1=C(C=C(C=C1)F)F)C1CCCCC1 |o1:10,15| (3R*,4R*)-1-Cyclohexyl-4-{[5-(2,4-difluoro-phenyl)-isoxazole-3-carbonyl]-amino}-piperidine-3-carboxylic acid (5-methyl-isoxazol-3-ylmethyl)-amide